FC=1C=C(C(=O)NC)C=C(C1F)C=1C=NN2C1N=C(C(=C2)C2=CN=C(O2)C)N[C@@H]2COCC2 (S)-3,4-Difluoro-N-methyl-5-(6-(2-methyloxazol-5-yl)-5-((tetrahydrofuran-3-yl)amino)pyrazolo[1,5-a]pyrimidin-3-yl)benzamide